C1(=CC=CC=C1)C1=CC=C(C=N1)CN1C2=C(C=C1)SC=C2C(=O)NC2CC1(CC(C1)C(=O)O)C2 6-(4-((6-phenylpyridin-3-yl)methyl)-4H-thieno[3,2-b]pyrrole-3-carboxamido)spiro[3.3]heptane-2-carboxylic acid